6-[[5-[(2-amino-3-fluoro-4-pyridinyl)methyl]-4-methyl-3-pyridinyl]amino]-2-azaspiro[3.3]heptane-2-carbaldehyde NC1=NC=CC(=C1F)CC=1C(=C(C=NC1)NC1CC2(CN(C2)C=O)C1)C